C1(CCCCC1)C(C(CC(=O)O)(O)C(=O)O)C(=O)O cyclohexanecitric acid